C1(CCCCC1)C1=CC=C(C=C1)C=1NC=2N(C(C1)=O)N=C(C2)C(=O)O 5-(4-cyclohexylphenyl)-7-oxo-4,7-dihydropyrazolo[1,5-a]pyrimidine-2-carboxylic acid